ethyl 2-(2-((5-(3-(aminomethyl)phenyl)-7-(ethylamino)benzofuran-3-yl)methoxy)phenyl)acetate NCC=1C=C(C=CC1)C=1C=C(C2=C(C(=CO2)COC2=C(C=CC=C2)CC(=O)OCC)C1)NCC